N-(4-(N-(1-(1-(2-(dimethylamino)acetyl)piperidin-3-yl)ethyl)sulfamoyl)naphthalen-1-yl)-2-methylbenzamide CN(CC(=O)N1CC(CCC1)C(C)NS(=O)(=O)C1=CC=C(C2=CC=CC=C12)NC(C1=C(C=CC=C1)C)=O)C